CN([C@@H]1CN(CC1)CC(=O)N1[C@@H](CCC1)C#N)C=1C=NC2=CC=CC=C2C1C (2S)-1-[2-[(3S)-3-[methyl-(4-methyl-3-quinolyl)amino]pyrrolidin-1-yl]acetyl]pyrrolidine-2-carbonitrile